C(C)(C)(C)OC(=O)N1C[C@@H]([C@H](CC1)N)O.O=C1NC(CCC1N1C(C2=CC=C(C=C2C1)C#CC1=CC=C(N=N1)N1CC2(CN(C2)CCCCCCC(=O)N)CC1)=O)=O 7-(6-(6-((2-(2,6-dioxopiperidin-3-yl)-1-oxoisoindol-5-yl)ethynyl)pyridazin-3-yl)-2,6-diazaspiro[3.4]oct-2-yl)heptanamide tert-butyl-(3S,4S)-4-amino-3-hydroxypiperidine-1-carboxylate